(4S)-N-(7-chloro-6-(1-(3R-methyltetrahydrofuran-3-yl)piperidin-4-yl)isoquinolin-3-yl)-2,2-dimethyltetrahydro-2H-pyran-4-carboxamide ClC1=C(C=C2C=C(N=CC2=C1)NC(=O)[C@@H]1CC(OCC1)(C)C)C1CCN(CC1)[C@]1(COCC1)C